5-tert-butyl-3-[2-pyridyl]Pyrazole C(C)(C)(C)C1=CC(=NN1)C1=NC=CC=C1